3-{4-[2-(trifluoromethoxy)ethoxy]-1H-1,2,3-triazol-1-yl}bicyclo[1.1.1]pentan-1-amine FC(OCCOC=1N=NN(C1)C12CC(C1)(C2)N)(F)F